ClC1=CC2=C(N(C(N2C2CCN(CC2)C)=O)CC2=NC=C(C=C2)C=2OC(=NN2)C(F)F)C=C1Cl 5,6-dichloro-1-((5-(5-(difluoromethyl)-1,3,4-oxadiazole-2-yl)pyridine-2-yl)methyl)-3-(1-methylpiperidine-4-yl)-1,3-dihydro-2H-benzo[d]imidazole-2-one